C1(CCCCCC1)S(=O)C=1C=C(N)C=CC1C 3-(cycloheptylsulfinyl)-4-methylaniline